sulfo-serine S(=O)(=O)(O)N[C@@H](CO)C(=O)O